C(C)OC1=CC=CC2=C1OC=1CN(CCC12)CCC1CC(C1)NC(N(C)C)=O 3-(3-(2-(8-ethoxy-3,4-dihydrobenzofuro[2,3-c]pyridin-2(1H)-yl)ethyl)cyclobutyl)-1,1-dimethylurea